5-(((Trans-3-(1H-indazol-1-yl)cyclobutyl)methyl)amino)-2-(2,6-dioxopiperidin-3-yl)isoindoline-1,3-dione N1(N=CC2=CC=CC=C12)[C@@H]1C[C@H](C1)CNC=1C=C2C(N(C(C2=CC1)=O)C1C(NC(CC1)=O)=O)=O